N-{[4-(phenoxathiine-4-sulfonyl)phenyl]methyl}furo[2,3-c]pyridine C1=CC=C(C=2OC3=CC=CC=C3SC12)S(=O)(=O)C1=CC=C(C=C1)CN1C=C2C(C=C1)=CCO2